N'-hydroxy-3-[(2R)-2-(benzenesulfonamido)-2-(1,3-benzothiazol-2-yl)ethyl]benzamidine ON=C(C1=CC(=CC=C1)C[C@H](C=1SC2=C(N1)C=CC=C2)NS(=O)(=O)C2=CC=CC=C2)N